2-fluorobenzaldehyde O-(2-((1S,3S)-3-acetyl-2,2-dimethylcyclobutyl)acetyl) oxime C(C)(=O)[C@@H]1C([C@@H](C1)CC(=O)ON=CC1=C(C=CC=C1)F)(C)C